C(#N)CC(=O)N1C[C@@H]([C@H](C1)CC)COC1=NC=CC2=CC(=C(C=C12)OC(C)C)C(=O)N 1-{[(3r,4r)-1-(cyanoacetyl)-4-ethylpyrrolidin-3-yl]methoxy}-7-(prop-2-yloxy)isoquinoline-6-carboxamide